methyl (3-phenyl) isophthalate C(C1=CC(C(=O)OC2=CC=CC=C2)=CC=C1)(=O)OC